Cl.N=1N2C(C=NC1)=CC=C2N pyrrolo[2,1-f][1,2,4]Triazine-7-amine hydrochloride